FC(C(=O)O)(F)F.FC1=CC=C(C=N1)N1C(NC(CC1)=O)=O 1-(6-fluoropyridin-3-yl)dihydropyrimidine-2,4(1H,3H)-dione trifluoroacetate salt